FC1=C(C(=CC=C1)F)N1N=C(C=C1)C=1C(=C(C(=O)N)C=CC1)C(F)(F)F [1-(2,6-Difluorophenyl)-1H-pyrazol-3-yl]-2-(trifluoromethyl)benzamid